3-(4-((9-morpholinononyl)thio)-1-oxoisoindolin-2-yl)piperidine-2,6-dione O1CCN(CC1)CCCCCCCCCSC1=C2CN(C(C2=CC=C1)=O)C1C(NC(CC1)=O)=O